[Na].[Na].N1N=NN=C1.N1N=NN=C1 Ditetrazole-disodium salt